ClC1=C(C(=CC=C1)Cl)C1=NOC(=N1)C=1C(=NC=C(C1)C=1C=NN(C1)C1CCN(CC1)CC)N 3-(3-(2,6-dichlorophenyl)-1,2,4-oxadiazol-5-yl)-5-(1-(1-ethylpiperidin-4-yl)-1H-pyrazol-4-yl)pyridin-2-amine